CC=1N=C(C2=C(N1)OC=C2C(=O)NCC2=CC(=NO2)C)NC2(CC2)C methyl-N-[(3-methyl-1,2-oxazol-5-yl)methyl]-4-[(1-methylcyclopropyl)amino]furo[2,3-d]pyrimidine-5-carboxamide